N-(4-(9H-carbazole-9-yl)phenyl)-4'-(9H-carbazole-9-yl)-N-phenyl-[1,1'-biphenyl]-4-amine C1=CC=CC=2C3=CC=CC=C3N(C12)C1=CC=C(C=C1)N(C1=CC=C(C=C1)C1=CC=C(C=C1)N1C2=CC=CC=C2C=2C=CC=CC12)C1=CC=CC=C1